2-(1-heptylcyclopropyl)ethanol C(CCCCCC)C1(CC1)CCO